octadecyl phosphate dioctylamine salt C(CCCCCCC)NCCCCCCCC.P(=O)(OCCCCCCCCCCCCCCCCCC)(O)O